3-[(4-{1-[2-(4-aminophenyl)-2-fluoroethyl]-1H-benzimidazol-2-yl}-1,2,5-oxadiazol-3-yl)amino]propionitrile NC1=CC=C(C=C1)C(CN1C(=NC2=C1C=CC=C2)C=2C(=NON2)NCCC#N)F